NC=1C=CC2=C(N=C(O2)S)C1 5-aminobenzo[d]oxazole-2-thiol